C(C)OC(C1=CC(=CC=C1)NCC1=NN=C(N1)C1=CC=NC=C1)=O 3-([[5-(pyridin-4-yl)-4H-1,2,4-triazol-3-yl]methyl]amino)benzoic acid ethyl ester